ClC=1C=C(C=CC1Cl)C(CN(C)C)NS(=O)(=O)C1=CC=C(C=C1)CCCCC N-(1-(3,4-dichlorophenyl)-2-(dimethylamino)ethyl)-4-pentylbenzenesulfonamide